NC=1SC(=CN1)C(CN1C[C@H](OC[C@H]1C)C)N1C(NCC(C1)(F)F)=O 1-(1-(2-aminothiazol-5-yl)-2-((2R,5R)-2,5-dimethylmorpholino)ethyl)-5,5-difluorotetrahydropyrimidin-2(1H)-one